C(C)(=O)OC(C=CC1(CC(CCC1)C(C)C)O)OC(C)=O 3-(1-hydroxy-3-isopropylcyclohexyl)prop-2-ene-1,1-diyl diacetate